C[Si](C=1C=C(C=CC1[Si](C)(C)C)[Si](OC)(OC)OC)(C)C 3,4-bistrimethylsilylphenyltrimethoxysilane